FC1=C(C=CC=C1[N+](=O)[O-])CC(C(=O)OC)C(C)=O methyl 2-[(2-fluoro-3-nitro-phenyl) methyl]-3-oxo-butyrate